3-(2,3-dichlorophenyl)-5-(1H-pyrazol-3-yl)-1H-pyrazolo[3,4-b]Pyrazine ClC1=C(C=CC=C1Cl)C1=NNC2=NC=C(N=C21)C2=NNC=C2